C1=CC=CC=2C3=CC=CC=C3N(C12)CC(CN1C(CC(C1)C1CC1)=O)O 1-(3-(9H-carbazol-9-yl)-2-hydroxypropyl)-4-cyclopropyl-pyrrolidin-2-one